C(C)N(C1=NC(=CC=C1[N+](=O)[O-])OC)CC1=CN=C(S1)C(F)(F)F N-ethyl-N-((2-trifluoromethylthiazol-5-yl)methyl)-6-methoxy-3-nitropyridin-2-amine